FC=1C=CC=C2C(CCN(C12)C(=O)OC(C)(C)C)N1C(N(C2=NC(=NC=C2C1)S(=O)C)C)=O tert-butyl 8-fluoro-4-(1-methyl-7-methylsulfinyl-2-oxo-4H-pyrimido[4,5-d]pyrimidin-3-yl)-3,4-dihydro-2H-quinoline-1-carboxylate